Cl.NC=1C=C(C=CC1)N1C[C@H](CCC1)N(CC1=CC(=NC=C1)C)CC1=CN(C2=CC=CC=C2C1=O)C 3-({[(3S)-1-(3-Aminophenyl)piperidin-3-yl][(2-methylpyridin-4-yl)methyl]amino}methyl)-1-methyl-1,4-dihydroquinolin-4-one hydrochloride